Methyl 3-((N-(2-fluorobenzyl)thiophen-2-sulfonamido)ethynyl)-2-(1H-pyrrol-1-yl)benzoate FC1=C(CN(S(=O)(=O)C=2SC=CC2)C#CC=2C(=C(C(=O)OC)C=CC2)N2C=CC=C2)C=CC=C1